5-(6-isopropoxy-5-(piperidin-4-ylmethylamino)pyridazin-3-ylamino)pyrazine-2-carbonitrile C(C)(C)OC1=C(C=C(N=N1)NC=1N=CC(=NC1)C#N)NCC1CCNCC1